C1=CC=C(C(=C1)C(=O)C2=CC=C(C=C2)O)C(=O)O hibenzate